C(C)(=O)C1=CC2=C(C(NC=C2C2CC2)=O)N1COCC[Si](C)(C)C 2-acetyl-4-cyclopropyl-1-(2-trimethylsilylethoxymethyl)-6H-pyrrolo[2,3-c]pyridin-7-one